COC(C1=CC(=CC=C1)N1N=C(C=C1)[N+](=O)[O-])=O.FC(CCC(=O)N1CCC2(CC(=NO2)OCCCCCC)CC1)(F)F 4,4,4-trifluoro-1-(3-hexyloxy-1-oxa-2,8-diazaspiro[4.5]dec-2-en-8-yl)butan-1-one methyl-3-(3-nitropyrazol-1-yl)benzoate